[K+].[O-2].[La+3].[O-2] lanthanum oxide potassium